ClC(C=C)C\C=C/CC (Z)-3-chlorooct-1,5-diene